(1-(2-(1-ethyl-7-methyl-6-oxo-6,7-dihydro-1H-pyrrolo[2,3-b]pyridin-2-yl)-7-methoxy-1-methyl-1H-benzo[d]imidazol-5-carbonyl)piperidin-3-yl)carbamic acid tert-butyl ester C(C)(C)(C)OC(NC1CN(CCC1)C(=O)C1=CC2=C(N(C(=N2)C2=CC3=C(N(C(C=C3)=O)C)N2CC)C)C(=C1)OC)=O